2-methoxy-2-oxo-1,3,2-dioxaphospholane COP1(OCCO1)=O